1-[4-(2-chloroethoxy)phenyl]ethan-1-one ClCCOC1=CC=C(C=C1)C(C)=O